ClC1=NC2=C(C3=C(C=C2C(=C1C1CCOCC1)C1=CC=C(C=C1)F)C(NN3)=O)F 7-chloro-9-fluoro-5-(4-fluorophenyl)-6-tetrahydropyran-4-yl-1H-pyrazolo[4,3-g]quinolone